N-(5-[4-[(dimethylamino)methyl]-3,5-dimethoxyphenyl]-7-methyl-8-oxo-2,7-naphthyridin-3-yl)-3-[2-(2-[[2-(2,6-dioxopiperidin-3-yl)-1,3-dioxoisoindol-5-yl]amino]ethoxy)ethoxy]propanamide CN(C)CC1=C(C=C(C=C1OC)C=1C=2C=C(N=CC2C(N(C1)C)=O)NC(CCOCCOCCNC=1C=C2C(N(C(C2=CC1)=O)C1C(NC(CC1)=O)=O)=O)=O)OC